FC1=CC=C2C=CN(C2=C1OC)C(=O)[O-] 6-fluoro-7-methoxy-1H-indole-1-carboxylate